4-vinylbenzaldehyde C(=C)C1=CC=C(C=O)C=C1